7-bromo-1-(4-(difluoromethoxy)phenyl)-3-(2-methyl-2H-indazol-5-yl)-3,4-dihydroquinazolin-2(1H)-one BrC1=CC=C2CN(C(N(C2=C1)C1=CC=C(C=C1)OC(F)F)=O)C1=CC2=CN(N=C2C=C1)C